C(#N)C1=CC=C(C=C1)C1=NC(=NC=C1SC)NC1=CC=C(C(=O)NC2=C(C=CC=C2C)C)C=C1 4-[4-(4-Cyano-phenyl)-5-methylsulfanyl-pyrimidin-2-ylamino]-N-(2,6-dimethyl-phenyl)-benzamide